FC1=CC(=C(C=C1C1=CN=C(S1)N1CCOCC1)NC(=O)C1=CNC(C=C1C(F)(F)F)=O)N1C[C@H](N([C@H](C1)C)C)C |r| N-[4-fluoro-5-(2-morpholin-4-yl-1,3-thiazol-5-yl)-2-[rac-(3R,5S)-3,4,5-trimethylpiperazin-1-yl]phenyl]-6-oxo-4-(trifluoromethyl)-1H-pyridine-3-carboxamide